2-(6-isopropylpyridin-3-yl)-imidazo[1,2-a]pyridine-3-carbaldehyde C(C)(C)C1=CC=C(C=N1)C=1N=C2N(C=CC=C2)C1C=O